(S)-1'-(9-(2,3-dichlorophenyl)-7-((2-(trimethylsilyl)ethoxy)methyl)-7H-imidazo[1,2-c]pyrrolo[3,2-e]pyrimidin-5-yl)-1,3-dihydrospiro[inden-2,4'-piperidin]-1-amine ClC1=C(C=CC=C1Cl)C1=CN(C2=C1C=1N(C(=N2)N2CCC3(CC2)[C@@H](C2=CC=CC=C2C3)N)C=CN1)COCC[Si](C)(C)C